tert-butyl (6-formylpyridin-2-yl)carbamate C(=O)C1=CC=CC(=N1)NC(OC(C)(C)C)=O